FC(N1N=C(C=C1)C=1C=C(C=CC1CNC(C=C)=O)C1=CC=C(C=C1)F)F N-((3-(1-(difluoromethyl)-1H-pyrazol-3-yl)-4'-fluoro-[1,1'-biphenyl]-4-yl)methyl)acrylamide